C(#N)C1CC2(C1)CC(N(CC2)CC2=C1C=CNC1=C(C=C2OC)C)C2=NC=C(C(=O)NCC1COC1)C=C2 6-(2-cyano-7-((5-methoxy-7-methyl-1H-indol-4-yl)methyl)-7-azaspiro[3.5]nonan-6-yl)-N-(oxetan-3-ylmethyl)nicotinamide